N-(3'-Acetylamino-3,5-dimethyl-biphenyl-2-yl)-2-(4-fluoro-phenyl)-acetamide C(C)(=O)NC=1C=C(C=CC1)C1=C(C(=CC(=C1)C)C)NC(CC1=CC=C(C=C1)F)=O